OCC1[C@H](CN(C[C@H]1C)C1=CC=CC=N1)C 6-((3R,4s,5S)-4-(hydroxymethyl)-3,5-dimethylpiperidin-1-yl)pyridin